N[C@@H](CCC1=CC=CC=C1)C(=O)O L-HOMOPHENYLALANINE